2-((2-ethyl-6-(6-(4-((1-(hydroxymethyl)cyclopropyl)amino)piperidin-1-yl)pyridin-3-yl)imidazo[1,2-a]pyridin-3-yl)(methyl)amino)-4-(4-fluorophenyl)thiazole-5-carbonitrile C(C)C=1N=C2N(C=C(C=C2)C=2C=NC(=CC2)N2CCC(CC2)NC2(CC2)CO)C1N(C=1SC(=C(N1)C1=CC=C(C=C1)F)C#N)C